N-((1R,2S)-2-(3,4-difluorophenyl)cyclopropyl)-2-(pyridin-2-yl)thieno[2,3-d]pyrimidin-4-amine FC=1C=C(C=CC1F)[C@H]1[C@@H](C1)NC=1C2=C(N=C(N1)C1=NC=CC=C1)SC=C2